C(C)OC(CCCCC(CC(=O)O)O)=O 8-ethoxy-3-hydroxy-8-oxooctanoic acid